BrC1=C(N)C=CC(=C1)C1=NOC(=N1)C 2-bromo-4-(5-methyl-1,2,4-oxadiazol-3-yl)aniline